3-{4-[(2S)-2-(methoxymethyl)pyrrolidine-1-sulfonyl]phenyl}-1-(pyridin-3-ylmethyl)urea COC[C@H]1N(CCC1)S(=O)(=O)C1=CC=C(C=C1)NC(NCC=1C=NC=CC1)=O